7-(3,6-diazabicyclo[3.1.1]heptan-6-yl)-2-(4-phenoxyphenyl)-4,5,6,7-tetrahydro-2H-pyrazolo[4,3-b]pyridine-3-carboxamide C12CNCC(N1C1C=3C(NCC1)=C(N(N3)C3=CC=C(C=C3)OC3=CC=CC=C3)C(=O)N)C2